[C@H]1([C@@H](O)[C@@H](O)[C@H](O)[C@H](O1)CO)O[C@@H]1[C@@H]([C@H](O[C@@H]([C@H]1O)CO[C@@H]1[C@@H](O)[C@@H](O)[C@H](O)[C@H](O1)CO)OCCNC(CCCCC(=O)ON1C(CCC1=O)=O)=O)O 2,5-dioxopyrrolidin-1-yl 6-[(2-{[α-D-mannopyranosyl-(1→3)-[α-D-mannopyranosyl-(1→6)]-α-D-mannopyranosyl]oxyl}ethyl)amino]-6-oxohexanoate